2-[[4-[[(1Z)-2-ethoxy-3,3,3-trifluoro-1-propen-1-yl]oxy]phenyl]methyl]-N-(2,2,2-trifluoroethoxy)-6-pyridinecarboxamide C(C)O\C(=C/OC1=CC=C(C=C1)CC1=NC(=CC=C1)C(=O)NOCC(F)(F)F)\C(F)(F)F